2,5-dioxido-1,4-benzenedicarboxylate [O-]C1=C(C=C(C(=C1)C(=O)[O-])[O-])C(=O)[O-]